C(C=C)(=O)NC1=CC=C(C(=O)NC2=CC=C(C=C2)NC=2C3=C(NN2)C(N(C3)C(=O)N[C@H](CN(C)C)C3=CC=CC=C3)(C)C)C=C1 (S)-3-((4-(4-acrylamidobenzamido)phenyl)amino)-N-(2-(dimethylamino)-1-phenylethyl)-6,6-dimethyl-4,6-dihydropyrrolo[3,4-c]pyrazole-5(1H)-carboxamide